ClC1=CC=C(C(=N1)C(=O)O)N[C@H](C)C=1C=C(C=C2C(N(C(=NC12)C1(CC1)OC)C)=O)C (R)-6-chloro-3-((1-(2-(1-methoxycyclopropyl)-3,6-dimethyl-4-oxo-3,4-dihydroquinazolin-8-yl)ethyl)amino)picolinic acid